4-((2-Hydroxyethyl)sulfonamido)-2-(6-azaspiro[2.5]octan-6-yl)-N-(6-(3,3,3-trifluoro-2-hydroxypropoxy)pyridin-2-yl)benzamide OCCS(=O)(=O)NC1=CC(=C(C(=O)NC2=NC(=CC=C2)OCC(C(F)(F)F)O)C=C1)N1CCC2(CC2)CC1